C(C)(C)(CC)[C@H]1CC[C@H](CC1)N(C(C1=CC(C(=O)N)=CC(=C1)NC(=O)[C@@H]1CC[C@@H](CC1)C(C)(C)CC)=O)[C@@H]1CC[C@@H](CC1)C(C)(C)CC N,N-bis(cis-4-t-amyl-cyclohexyl)-5-(cis-4-t-amyl-cyclohexyl-carbonylamino)isophthalamide